5-(N-(4-chloro-2-((N-(furan-2-ylmethyl)cyclopropanecarboxamido)methyl)phenyl)-N-ethylsulfamoyl)benzo[b]Thiophene-2-carboxylic acid ethyl ester C(C)OC(=O)C1=CC2=C(S1)C=CC(=C2)S(N(CC)C2=C(C=C(C=C2)Cl)CN(C(=O)C2CC2)CC=2OC=CC2)(=O)=O